((2R,3R,4S,5S)-3-(benzoyloxy)-5-(2,6-dioxo-3,6-dihydropyrimidin-1(2H)-yl)-4-fluorotetrahydrofuran-2-yl)methyl benzoate C(C1=CC=CC=C1)(=O)OC[C@H]1O[C@@H]([C@H]([C@@H]1OC(C1=CC=CC=C1)=O)F)N1C(NC=CC1=O)=O